C1=NC(=C2C(=N1)N(C=N2)[C@H]3[C@@H]([C@@H]([C@H](O3)COP(=O)(O)OP(=O)(O)OP(=O)(O)OP(=O)(O)OC[C@@H]4[C@H]([C@H]([C@@H](O4)N5C=NC6=C5N=C(NC6=O)N)O)O)O)O)N The molecule is a purine ribonucleoside 5'-tetraphosphate compound having a 5'-adenosyl residue at the P(1)-position and a 5'-guanosyl residue at the P(4)-position. It has a role as a Saccharomyces cerevisiae metabolite. It is a purine ribonucleoside 5'-tetraphosphate, an adenosine 5'-phosphate and a guanosine 5'-phosphate.